CC=1C=C(C=C(C1)C)SC1=CC(=CC(=C1)C)C bis(3,5-dimethylphenyl) sulfide